BrC1=CC(=C(C(=O)OC)C=C1)OC[C@H](CC(=O)N1CCOCC1)NC(CN(C(CP(=O)(OCC)OCC)=O)C)=O Methyl (S)-4-bromo-2-(2-(2-(2-(diethoxyphosphoryl)-N-methylacetamido)acetamido)-4-morpholino-4-oxobutoxy)benzoate